CN(C)C[C@@H]1[C@H](C1)C(=O)NC=1C=C2C(=CN1)N(C(=C2)C2=C(C=CC=C2)OC)C (1S,2S)-2-((dimethylamino)methyl)-N-(2-(2-methoxyphenyl)-1-methyl-1H-pyrrolo[2,3-c]pyridin-5-yl)cyclopropane-1-carboxamide